pyrophosphoric acid mevalonate C(C[C@@](O)(C)CCO)(=O)O.P(=O)(O)(O)OP(=O)(O)O